C1(=CC=CC=C1)C(C)(C)C=1C(=C(C=CC1)NC1=CC=CC=C1)C(C)(C)C1=CC=CC=C1 di(phenylisopropyl)diphenylamine